α-aminosuberic acid NC(C(=O)O)CCCCCC(=O)O